bis(2-ethyl-hexyl) carbonate C(OCC(CCCC)CC)(OCC(CCCC)CC)=O